tert-Butyl((5-methyl-6-((1-(naphthalen-1-yl)cyclopropyl)carbamoyl)-1H-indol-2-yl)methyl)carbamate C(C)(C)(C)OC(NCC=1NC2=CC(=C(C=C2C1)C)C(NC1(CC1)C1=CC=CC2=CC=CC=C12)=O)=O